3-fluoro-4,5-dihydro-3H-oxathiepine 2,2-dioxide FC1S(OC=CCC1)(=O)=O